3-(5-(2-cyclopropyl-1-methyl-5-(2-methylpyrimidin-5-yl)-1H-imidazol-4-yl)-1-oxoisoindolin-2-yl)piperidine-2,6-dione C1(CC1)C=1N(C(=C(N1)C=1C=C2CN(C(C2=CC1)=O)C1C(NC(CC1)=O)=O)C=1C=NC(=NC1)C)C